1-methyl-6-trifluoromethanesulfonyloxy-1H-indole-2,3-dicarboxylic acid dimethyl ester COC(=O)C=1N(C2=CC(=CC=C2C1C(=O)OC)OS(=O)(=O)C(F)(F)F)C